ClC=1C=CC(=NC1)C1(OC2=C(O1)C=CC=C2C2CCN(CC2)CC2=NC1=C(N2C[C@H]2OCC2)C=C(C=C1OC)C(=O)O)C 2-((4-(2-(5-chloropyridin-2-yl)-2-methylbenzo[d][1,3]dioxolan-4-yl)piperidin-1-yl)methyl)-4-methoxy-1-(((S)-oxetan-2-yl)methyl)-1H-benzo[d]imidazole-6-carboxylic acid